ClC=1C=CC=2N=CN=C(C2N1)NC1=C(C(=C(C=C1)OC1=CC2=C(N(C=N2)C)C=C1)Cl)F 6-chloro-N-(3-chloro-2-fluoro-4-((1-methyl-1H-benzo[d]imidazol-5-yl)oxy)phenyl)pyrido[3,2-d]pyrimidin-4-amine